4-[(3,5-difluoro-6-methyl-2-pyridyl)sulfanyl]-6-[5-methyl-1-(4-piperidyl)pyrazol-4-yl]pyrazolo[1,5-a]pyridine-3-carbonitrile FC=1C(=NC(=C(C1)F)C)SC=1C=2N(C=C(C1)C=1C=NN(C1C)C1CCNCC1)N=CC2C#N